3-bromo-2-methoxy-5-(3-methoxypropyl)pyridine BrC=1C(=NC=C(C1)CCCOC)OC